C1(=CC=CC=C1)P(C(C1=C(C=C(C=C1OC)OC)OC)=O)(C1=CC=CC=C1)=O diphenyl-(2,4,6-trimethoxybenzoyl)-phosphine oxide